1,9-bis(m-aminophenoxy)nonane NC=1C=C(OCCCCCCCCCOC2=CC(=CC=C2)N)C=CC1